(S)-3-((7-cyano-5-(((R)-tetrahydrofuran-3-yl)oxy)-2,6-naphthyridin-3-yl)amino)piperidine-1-carboxylic acid tert-butyl ester C(C)(C)(C)OC(=O)N1C[C@H](CCC1)NC=1N=CC2=CC(=NC(=C2C1)O[C@H]1COCC1)C#N